N-(1-(3,3-difluorocyclobutyl)-1H-pyrazolo[3,4-b]pyrazin-6-yl)-4-iodo-2-(6-azaspiro[2.5]oct-6-yl)benzamide FC1(CC(C1)N1N=CC=2C1=NC(=CN2)NC(C2=C(C=C(C=C2)I)N2CCC1(CC1)CC2)=O)F